chloro-2-(3-(1,1-difluoroethyl)-1H-1,2,4-triazol-5-yl)-5-methoxy-3-(1H-pyrazol-4-yl)-1H-pyrrolo[3,2-b]pyridine ClN1C(=C(C2=NC(=CC=C21)OC)C=2C=NNC2)C2=NC(=NN2)C(C)(F)F